(R)-2-amino-2-(3-chlorophenyl)ethanol N[C@@H](CO)C1=CC(=CC=C1)Cl